2,6-di-tert-butyl-4-methylphenylboronic acid C(C)(C)(C)C1=C(C(=CC(=C1)C)C(C)(C)C)B(O)O